2,2-di(tert-butylperoxy)butane C(C)(C)(C)OOC(C)(CC)OOC(C)(C)C